C(C)N(C=1C=CC2=C(C1)[Si]1(CCCCC1)C1=C(C23OC(C2=CC=C(C=C23)C(=O)NCCN2C(C=CC2=O)=O)=O)C=CC(=C1)N(CC)CC)CC 3',7'-bis(diethylamino)-N-(2-(2,5-dioxo-2,5-dihydro-1H-pyrrol-1-yl)ethyl)-3-oxo-3H-dispiro[isobenzofuran-1,10'-dibenzo[b,e]siline-5',1''-silinane]-6-carboxamide